COCCNC(C1=CC(=C(C=C1)NC1=NC=C(C=C1)C(F)(F)F)C=1N=CN(C1)C)=O N-(2-Methoxyethyl)-3-(1-methylimidazol-4-yl)-4-[[5-(trifluoromethyl)-2-pyridyl]amino]benzamide